N1C(=NC2=C1C=CC=C2)C2=CC(=NN2C)NC(=O)C=2C=NC(=CC2)N2CC(C2)CO N-[5-(1H-benzimidazol-2-yl)-1-methyl-pyrazol-3-yl]-6-[3-(hydroxymethyl)azetidin-1-yl]pyridine-3-carboxamide